1-Tert-butyl 3-(7-(2-ethyl-6-methylpyridin-3-yl)-5-(4-(5-fluoro-3-methoxypyridin-2-yl)piperazine-1-carbonyl)-1-isobutyl-1H-indol-2-yl)-5,6-dihydropyridine-1(2H)-carboxylate C(C)C1=NC(=CC=C1C=1C=C(C=C2C=C(N(C12)CC(C)C)C=1CN(CCC1)C(=O)OC(C)(C)C)C(=O)N1CCN(CC1)C1=NC=C(C=C1OC)F)C